3-[[6-[(5-fluoro-2-pyridyl)amino]-1,3-benzothiazol-2-yl]carbamoyl]bicyclo[2.2.1]hept-5-ene-2-carboxylic acid FC=1C=CC(=NC1)NC1=CC2=C(N=C(S2)NC(=O)C2C(C3C=CC2C3)C(=O)O)C=C1